5-Amino-3-[(3S,4S)-4-amino-3-methyl-2-oxa-8-azaspiro[4.5]decan-8-yl]-6-[5-chloro-3-(2-methoxyethyl)-4-oxo-quinazolin-6-yl]sulfanyl-pyrazine-2-carboxamide NC=1N=C(C(=NC1SC=1C(=C2C(N(C=NC2=CC1)CCOC)=O)Cl)C(=O)N)N1CCC2([C@@H]([C@@H](OC2)C)N)CC1